C(C)(C)C12CC(C(CC1)(O2)C)OCC2=C(C=CC=C2)C 4-isopropyl-1-methyl-2-[(2-methylbenzyl)oxy]-7-oxabicyclo-[2.2.1]heptan